N,N-diethylstearylamine C(C)N(CC)CCCCCCCCCCCCCCCCCC